COC1=NN(C(=C1)C(=O)NC1=NNC(=C1)[C@@H]1C[C@@H](CC1)N(C([O-])=O)[C@H](COC)C)C (1R,3S)-3-(3-{[(3-methoxy-1-methyl-1H-pyrazol-5-yl)carbonyl]amino}-1H-pyrazol-5-yl)cyclopentyl[(2S)-1-methoxypropan-2-yl]carbamate